[4-[6-chloro-3-[[(1R)-1-[2-(4,4-dimethyl-1-piperidyl)-3,6-dimethyl-4-oxo-chromen-8-yl]ethyl]amino]-2-pyridyl]-2-fluoro-6-formyl-phenyl]trifluoromethanesulfonate ClC1=CC=C(C(=N1)C1=CC(=C(C(=C1)C=O)OS(=O)(=O)C(F)(F)F)F)N[C@H](C)C=1C=C(C=C2C(C(=C(OC12)N1CCC(CC1)(C)C)C)=O)C